N(=[N+]=[N-])CCCCCOCCOCCNC(OC(C)(C)C)=O tert-Butyl N-[2-[2-(5-azidopentyloxy)ethoxy]ethyl]carbamate